(13R)-5-methoxy-13-methyl-8,14-dioxa-4,10,19,20-tetraazatetracyclo[13.5.2.12,6.018,21]tricosa-1(20),2,4,6(23),15,17,21-heptaen-9-one COC1=NC=C2C3=NNC4=CC=C(O[C@@H](CCNC(OCC1=C2)=O)C)C=C34